NC1=C(C(=CC(=N1)C1=CC(=C(C=C1)C1=CN(C(O1)=O)[C@]1(C(NC(C(C1([2H])[2H])([2H])[2H])=O)=O)[2H])F)C)C (R)-3-(5-(4-(6-amino-4,5-dimethylpyridin-2-yl)-2-fluorophenyl)-2-oxooxazol-3(2H)-yl)piperidine-2,6-dione-3,4,4,5,5-d5